6-(benzyloxy)-3-[(5-bromo-2-methylphenyl)methyl]-5-chloro-3,4-dihydro-2H-1,2λ6,3-benzoxathiazine-2,2-dione C(C1=CC=CC=C1)OC=1C=CC2=C(CN(S(O2)(=O)=O)CC2=C(C=CC(=C2)Br)C)C1Cl